5-chloro-4-[3-(3-methoxyphenyl)piperazin-1-yl]-2-(4-pyridinyl)-1H-pyrimidin-6-one ClC1=C(N=C(NC1=O)C1=CC=NC=C1)N1CC(NCC1)C1=CC(=CC=C1)OC